tert-butyl (E)-3-(4-(5-hydroxy-1-(4-hydroxyphenyl)-2-phenylpent-1-en-1-yl)phenyl)azetidine-1-carboxylate OCCC\C(=C(/C1=CC=C(C=C1)O)\C1=CC=C(C=C1)C1CN(C1)C(=O)OC(C)(C)C)\C1=CC=CC=C1